[N+](=O)([O-])C=1C=C2C=3CCCC(C3NC2=CC1F)=O 6-nitro-7-fluoro-2,3,4,9-tetrahydrocarbazol-1-one